NC1=CC(=C(C(=O)NC([2H])([2H])[2H])C=C1)F 4-amino-2-fluoro-N-(methyl-d3)benzamide